NC1CN(CC1)C(=O)C1=CC(=C(C=C1)C1=CC=CC=C1)C1=CC=CC=C1 1-(3-AMINOPYRROLIDINE-1-CARBONYL)-3,4-DIPHENYLBENZENE